BrCC(C(CCCCCC#N)C=1C=C(C=CC1)CCC(=O)OC)=O methyl 3-(3-(1-bromo-8-cyano-2-oxooctan-3-yl)phenyl)propanoate